S(=O)(=O)(O)O.CC1=NC(=C2NC=NC2=N1)N.CC1=NC(=C2NC=NC2=N1)N 2-methyladenine hemisulfate